(R)-3-methyl-4-(7-(methylsulfonyl)-2-(1H-pyrrolo[2,3-b]pyridin-4-yl)-7H-pyrrolo[2,3-d]pyrimidin-4-yl)morpholine C[C@H]1N(CCOC1)C=1C2=C(N=C(N1)C1=C3C(=NC=C1)NC=C3)N(C=C2)S(=O)(=O)C